C(C)(=O)NC=1C=C(C=CC1C(NC=1SC(=C(N1)C)[N+](=O)[O-])=O)NC(C(=O)O)CC ((3-acetamido-4-((4-methyl-5-nitrothiazol-2-yl)carbamoyl)phenyl)amino)butanoic acid